6-bromo-1-(2-chlorophenyl)-7-cyclopropylquinazolin-2,4(1H,3H)-dione BrC=1C=C2C(NC(N(C2=CC1C1CC1)C1=C(C=CC=C1)Cl)=O)=O